N-carbamoyl-pyrazole C(N)(=O)N1N=CC=C1